2-(4-bromophenyl)-4-methyl-2H-1,2,3-triazole 1-oxide BrC1=CC=C(C=C1)N1[N+](=CC(=N1)C)[O-]